BrC1=C(C2=C(N(C(=N2)CC#N)C)C=C1C)Cl 2-(5-bromo-4-chloro-1,6-dimethyl-1H-benzo[d]imidazol-2-yl)acetonitrile